NCC1=CC2=C(N(C(=N2)CN2C(N(C3=C2C=C(C=C3F)F)C)=O)CCCC(F)(F)F)C=C1 1-((5-(aminomethyl)-1-(4,4,4-trifluorobutyl)-1H-benzo[d]imidazol-2-yl)methyl)-3-methyl-4,6-difluoro-1,3-dihydro-2H-benzo[d]imidazol-2-one